2-(5-((4-(2-Hydroxyethyl)piperazin-1-yl)sulfonyl)-2-propoxyphenyl)-6-(hydroxymethyl)-5-methyl-7-propyl-3,5-dihydro-4H-pyrrolo[3,2-d]pyrimidin-4-one OCCN1CCN(CC1)S(=O)(=O)C=1C=CC(=C(C1)C=1NC(C2=C(N1)C(=C(N2C)CO)CCC)=O)OCCC